4,4'-dinitro-2,2'-biimidazole C1=C(NC(=N1)C2=NC=C(N2)[N+](=O)[O-])[N+](=O)[O-]